3-amino-N-{4-[3-aminopiperidin-1-yl]-2,3-dihydrofuro[2,3-b]pyridin-5-yl}-6-(2,6-difluorophenyl)-5-fluoropyridine-2-carboxamide NC=1C(=NC(=C(C1)F)C1=C(C=CC=C1F)F)C(=O)NC=1C(=C2C(=NC1)OCC2)N2CC(CCC2)N